4-((4-chloro-2-(N-methyl-methanesulfonamido)phenyl)-amino)-N-ethoxy-6-((5-fluoro-pyridin-2-yl)amino)nicotinamide ClC1=CC(=C(C=C1)NC1=CC(=NC=C1C(=O)NOCC)NC1=NC=C(C=C1)F)N(S(=O)(=O)C)C